N-{4-[(2-amino-4-{[(3S)-1-hydroxyhex-3-yl]amino}-6-methylpyrimidin-5-yl)methyl]-3-methoxybenzyl}-N-(2,2-difluoroethyl)glycine NC1=NC(=C(C(=N1)N[C@H](CCO)CCC)CC1=C(C=C(CN(CC(=O)O)CC(F)F)C=C1)OC)C